C(C)(C)(C)OC=1C=NC(=NC1)C=1C=C(SC1C)C(=O)NC1=CC(=CC(=C1)NS(=O)(=O)C)Cl 4-(5-(tert-butoxy)pyrimidin-2-yl)-N-(3-chloro-5-(methylsulfonamido)phenyl)-5-methylthiophene-2-carboxamide